5-(4-(1-methyl-1H-pyrazol-4-yl)-7H-pyrrolo[2,3-d]pyrimidin-5-yl)-N-(tetrahydro-2H-pyran-4-yl)pyrazolo[1,5-a]pyridine-3-carboxamide CN1N=CC(=C1)C=1C2=C(N=CN1)NC=C2C2=CC=1N(C=C2)N=CC1C(=O)NC1CCOCC1